3-(Benzyloxy)-5-(1-(1-(tert-butoxycarbonyl)piperidin-4-yl)-1H-pyrazol-4-yl)-4-methylpicolinic acid C(C1=CC=CC=C1)OC=1C(=NC=C(C1C)C=1C=NN(C1)C1CCN(CC1)C(=O)OC(C)(C)C)C(=O)O